(2S)-N-(2-amino-6,7-dihydro-5H-cyclopenta[b]pyridin-5-yl)-1-((2R,4S)-4-(4-fluorobenzyl)pyrrolidine-2-carbonyl)pyrrolidine-2-carboxamide NC1=CC=C2C(=N1)CCC2NC(=O)[C@H]2N(CCC2)C(=O)[C@@H]2NC[C@H](C2)CC2=CC=C(C=C2)F